N1=CC=CC=C1.C(=C)B1OB(OB(O1)C=C)C=C 2,4,6-trivinyl-1,3,5,2,4,6-trioxatriborinane compound with pyridine